BrC=1N(C2=NC(=NC(=C2N1)N1CCOCC1)Cl)C 4-(8-Bromo-2-chloro-9-methyl-9H-purin-6-yl)morpholine